(tert-butoxycarbonyl)amino-2-phenylethyl methanesulfonate CS(=O)(=O)OCC(C1=CC=CC=C1)NC(=O)OC(C)(C)C